FC=1C=C(C=CC1F)N(C(C)=O)C1=NC=CC(=C1)NC(CC1=C(C=CC=C1C)C)=O N-(3,4-difluorophenyl)-N-{4-[2-(2,6-dimethylphenyl)acetylamino]pyridin-2-yl}acetamide